methyl (S)-2-(2,6-difluoro-4-((R)-3-(trifluoromethyl)morpholino) benzamido)-3-(8-(1-methyl-2-oxo-1,2-dihydroquinolin-3-yl)chroman-5-yl)propanoate FC1=C(C(=O)N[C@H](C(=O)OC)CC2=C3CCCOC3=C(C=C2)C=2C(N(C3=CC=CC=C3C2)C)=O)C(=CC(=C1)N1[C@H](COCC1)C(F)(F)F)F